C(C)(C)(C)OC(=O)N1CCC(CC1)CCOC1=C(C=C(C=C1)N1C2(CCC2)C(N(C1=S)C=1C=NC(=C(C1)C(F)(F)F)C#N)=O)CC 4-(2-(4-(7-(6-Cyano-5-(trifluoromethyl)pyridin-3-yl)-8-oxo-6-thioxo-5,7-diazaspiro[3.4]oct-5-yl)-2-ethylphenoxy)ethyl)piperidine-1-carboxylic acid tert-butyl ester